FC1=C(C=C(C=C1)F)C=1C=C(C=2OCCN(C2N1)C(=O)OC(C)(C)C)NC1=CC=NC=C1 tert-butyl 6-(2,5-difluorophenyl)-8-[(pyridin-4-yl)amino]-2H,3H,4H-pyrido[3,2-b][1,4]oxazine-4-carboxylate